(2E)-2,3-dibromo-4-[(bromoacetyl)oxy]but-2-en-1-yl hexanoate C(CCCCC)(=O)OC/C(=C(/COC(CBr)=O)\Br)/Br